S1C(=CC2=C1C=CC=C2)C(C)(C(C#CCCCCCC)C)O 2-(Benzothien-2-yl)-3-methylundec-4-yn-2-ol